diphenyl-ethylenediamine monoguanidine salt NC(=N)N.C1(=CC=CC=C1)NCCNC1=CC=CC=C1